FC1=CC=C2CCC=C(C2=C1)CC#N (7-fluoro-3,4-dihydro-1-naphthyl)acetonitrile